(S)-4-methoxy-2-((1-(5-(4-methoxyphenyl)-1,3,4-oxadiazol-2-yl)ethyl)carbamoyl)pyridin-3-yl benzoate C(C1=CC=CC=C1)(=O)OC=1C(=NC=CC1OC)C(N[C@@H](C)C=1OC(=NN1)C1=CC=C(C=C1)OC)=O